Ethyl (2E)-3-[1-(2-hydroxy-2-methylpropyl)-4-methyl-1H-benzotriazol-5-yl]prop-2-enoate OC(CN1N=NC2=C1C=CC(=C2C)/C=C/C(=O)OCC)(C)C